C(C)(C)N1N=NC(=C1)COC=1C=CC=C2CCN([C@@H](C12)CN1C(C2=CC=CC=C2C1)=O)C(=O)[C@H]1[C@H](CCCC1)C(=O)OCC1=C(C=C(C=C1)OC)OC 2,4-Dimethoxybenzyl (1S,2R)-2-((S)-8-((1-isopropyl-1H-1,2,3-triazol-4-yl) methoxy)-1-((1-oxoisoindol-2-yl) methyl)-1,2,3,4-tetrahydroisoquinoline-2-carbonyl)-cyclohexane-1-carboxylate